N-cyclopentyl-2-(4-methyl-4,7-diazaspiro[2.5]octan-7-yl)benzo[d]thiazole-6-carboxamide C1(CCCC1)NC(=O)C1=CC2=C(N=C(S2)N2CCN(C3(CC3)C2)C)C=C1